(R)-2-fluoro-4-(5-methoxy-3H-[1,2,3]triazolo[4,5-b]pyridin-3-yl)-N-(8-methylisoquinolin-1-yl)-N-(piperidin-3-yl)benzamide FC1=C(C(=O)N([C@H]2CNCCC2)C2=NC=CC3=CC=CC(=C23)C)C=CC(=C1)N1N=NC=2C1=NC(=CC2)OC